O1CC(C1)CNC(=O)C=1N=NN(C1)CCCCN1N=NC(=C1)C(=O)NCC1=NC=CC(=C1)C(F)(F)F 1-(4-{4-[(oxetan-3-ylmethyl)carbamoyl]-1H-1,2,3-triazol-1-yl}butyl)-N-{[4-(trifluoromethyl)pyridin-2-yl]methyl}-1H-1,2,3-triazole-4-carboxamide